NCCC1CCC2CN(CC21)C(=O)OC(C)(C)C tert-Butyl 4-(2-aminoethyl)-3,3a,4,5,6,6a-hexahydro-1H-cyclopenta[c]pyrrole-2-carboxylate